CN(C1=CC=C(C=C1)/C=C/C=N/NC1=C2N=CN(C2=NC=N1)[C@@H]1O[C@@H]([C@H]([C@H]1O)O)CO)C (2R,3R,4S,5R)-2-{6-{2-{(1E,2E)-3-[4-(dimethylamino)phenyl]allylidene}hydrazino}-9H-purin-9-yl}-5-(hydroxymethyl)tetrahydrofuran-3,4-diol